C(C1=CC=CC=C1)C(CC(C)(F)F)(C)NC(=O)C=1C=NC2=C(C=CC=C2C1)F N-(1-benzyl-3,3-difluoro-1-methyl-butyl)-8-fluoro-quinoline-3-carboxamide